N-(2,3-difluoro-4-(7-oxo-7,8-dihydro-1,8-naphthyridin-4-yl)benzyl)sulfamide hydrochloride Cl.FC1=C(CNS(=O)(=O)N)C=CC(=C1F)C1=CC=NC=2NC(C=CC12)=O